OCCN(C(C(=O)O)CCC(=O)O)CCO 2-(bis-(2-hydroxyethyl)amino)glutaric acid